C[C@@H]1[C@H]2[C@@H](CC3=C1[C@@H](C[C@@]4([C@H]3C[C@]5([C@H]4CC[C@@H]6C(=C5)C=CC(=O)OC6(C)C)O)C)O)C=C(C(=O)O2)C The molecule is a hexacyclic triterpenoid isolated from the leaves and stems of Kadsura longipedunculata and has been found to exhibit cytotoxicity aganist human tumour cells. It has a role as a metabolite and an antineoplastic agent. It is a hexacyclic triterpenoid, a terpene lactone, a tertiary alcohol and a secondary alcohol.